1-ethyl-1-oxo-3H-1,2-benzothiazole-6-carboxylic acid C(C)S1(NCC2=C1C=C(C=C2)C(=O)O)=O